C1(=CC=CC=C1)C(=CCC(C(=O)C1=CC=CC=C1)C(=O)C1=CC=CC=C1)C1=CC=CC=C1 2-(3,3-diphenylallyl)-1,3-diphenylpropane-1,3-dione